5-(bromomethyl)-3-chloro-N-[2-fluoro-5-[2-(2-hydroxyethyl)phenyl]phenyl]-2-methoxybenzenesulfonamide BrCC=1C=C(C(=C(C1)S(=O)(=O)NC1=C(C=CC(=C1)C1=C(C=CC=C1)CCO)F)OC)Cl